[Cl-].C(CCCCCCCCCCCCCCCCC)[N+](CC1=CC=CC=C1)(C)C Octadecyl-dimethyl-benzyl-ammonium chloride